3-(triethoxysilylpropyl)succinic anhydride C(C)O[Si](OCC)(OCC)CCCC1CC(=O)OC1=O